3-((3-(ethoxymethyl)-3-(2-(2-methylthiophen-3-yl)ethyl)pyrrolidin-1-yl)methyl)pyridine C(C)OCC1(CN(CC1)CC=1C=NC=CC1)CCC1=C(SC=C1)C